2-amino-2-(5,6,7,8-tetrahydro-[1,2,4]triazolo[4,3-a]pyridin-7-yl)acetamide NC(C(=O)N)C1CC=2N(CC1)C=NN2